CON=CC(=O)NC 2-methoximino-N-methylacetamide